(4-(3-hydroxyoxetan-3-yl)phenyl)(4-((6-(trifluoromethyl)pyridin-3-yl)amino)piperidin-1-yl)methanone OC1(COC1)C1=CC=C(C=C1)C(=O)N1CCC(CC1)NC=1C=NC(=CC1)C(F)(F)F